2-[2-(2-bromoethoxy)ethoxy]ethanol BrCCOCCOCCO